ClC1=NC(=NC(=C1)N1CCN(CC1)C)C=1C=CC=2C=3C=4NC[C@H](NC(C4SC3C=CC2N1)=O)C (15R)-5-[4-chloro-6-(4-methylpiperazin-1-yl)pyrimidin-2-yl]-15-methyl-11-thia-6,14,17-triazatetracyclo[8.8.0.0^2,7.0^12,18]octadeca-1(10),2(7),3,5,8,12(18)-hexaen-13-one